C(C)(C)C1=C(NC2=C1N=C(S2)C2CCC(CC2)N)C=2C=C(C=1N(C2)N=CN1)OC 4-(6-isopropyl-5-(8-methoxy-[1,2,4]triazolo[1,5-a]pyridin-6-yl)-4H-pyrrolo[3,2-d]thiazol-2-yl)cyclohexan-1-amine